((3s,4r)-4-(2,6-difluoro-4-methoxyphenyl)-1-(4-morpholino-3-(trifluoromethyl)pyridin-2-yl)-2-oxopyrrolidin-3-yl)carbamic acid tert-butyl ester C(C)(C)(C)OC(N[C@@H]1C(N(C[C@H]1C1=C(C=C(C=C1F)OC)F)C1=NC=CC(=C1C(F)(F)F)N1CCOCC1)=O)=O